C(C)(C)(C)OC(=O)N1CC2=NN(C=C2C1)C1C(NC(CC1)=O)=O 2-(2,6-Dioxo-piperidin-3-yl)-2,6-dihydro-4H-pyrrolo[3,4-c]pyrazole-5-carboxylic Acid Tert-Butyl Ester